epoxybisphenol-a OC=1C2=C(C(=CC1)C(C)(C)C1=CC=C(C=C1)O)O2